FC1=C(C=CC=C1)C=1C=NNC1C1=CC=C(C2=CC=CC=C12)OC 4-(2-fluorophenyl)-5-(4-methoxynaphthalene-1-yl)-1H-pyrazole